(4R,5R)-5-(3-fluorophenyl)-4-(5-((3-fluorophenyl)ethynyl)-3-pyridinyl)-1,3-oxazolidin-2-one FC=1C=C(C=CC1)[C@@H]1[C@H](NC(O1)=O)C=1C=NC=C(C1)C#CC1=CC(=CC=C1)F